CC1C=CNN1C(C)CCC(C)C 5-methyl-N-(5-methylhexane-2-yl)pyrazoline